C(C)C=1C(=CC2=C(N=C(N=C2)NC)N1)C=1C=C(C=CC1C)NC(=O)C1=CC(=NC=C1)C(F)(F)F N-[3-[7-ethyl-2-(methylamino)pyrido[2,3-d]pyrimidin-6-yl]-4-methylphenyl]-2-(trifluoromethyl)pyridine-4-carboxamide